BrC1=CC2=C(N=C(N=C2N[C@H](C)C2=C(C(=CC=C2)C(F)(F)F)F)C)C(N1C)=O (R)-6-bromo-4-((1-(2-fluoro-3-(trifluoromethyl)phenyl)ethyl)amino)-2,7-dimethylpyrido[3,4-d]pyrimidin-8(7H)-one